C(C)OC1=CC(=NC=C1C#N)C(C)N1C(C2=CC(=CC(=C2CC1)C(C(F)(F)F)(C)O)CCN(C)CC)=O 4-ethoxy-6-(1-(7-(2-(ethyl(methyl)amino)ethyl)-1-oxo-5-(1,1,1-trifluoro-2-hydroxypropan-2-yl)-3,4-dihydroisoquinolin-2(1H)-yl)ethyl)nicotinonitrile